COC1=CC=C(C=C1)S(=O)(=O)N1CC(CCC1)C(=O)N 1-[(4-methoxyphenyl)sulfonyl]-3-piperidinecarboxamide